CNS(=O)(=O)C1=CC(=C(C=C1)NCC1=CC(=CC=C1)OC(F)(F)F)C=1N=CN(C1)C N-methyl-3-(1-methylimidazol-4-yl)-4-[[3-(trifluoromethoxy)phenyl]methylamino]benzenesulfonamide